N1-(4-methylpent-2-yl)-N4-phenylbenzene-1,4-diamine CC(CC(C)NC1=CC=C(C=C1)NC1=CC=CC=C1)C